(2S)-2-{[(tert-butoxy)carbonyl]amino}-3-methylbutanoic acid C(C)(C)(C)OC(=O)N[C@H](C(=O)O)C(C)C